FC=1C(=NC=C(C1)C(C(C(F)(F)F)(F)F)(F)F)C=1C(=C(C(=O)N)C=C(C1)[N+](=O)[O-])SC=1SC(=CN1)CO [3-fluoro-5-(1,1,2,2,3,3,3-heptafluoropropyl)-2-pyridyl]-2-[5-(hydroxymethyl)thiazol-2-yl]sulfanyl-5-nitro-benzamide